(4-methylbenzoyl)benzaldehyde CC1=CC=C(C(=O)C2=C(C=O)C=CC=C2)C=C1